4-(6,7-dichloro-1-(2-isopropyl-4-ethylpyridin-3-yl)-2-oxo-1,2-dihydropyrido[2,3-d]pyrimidin-4-yl)-3-methylpiperazine-1-carboxylic acid tert-butyl ester C(C)(C)(C)OC(=O)N1CC(N(CC1)C=1C2=C(N(C(N1)=O)C=1C(=NC=CC1CC)C(C)C)N=C(C(=C2)Cl)Cl)C